diethyl 2-(4-chloro-2-(methylthio)pyrimidin-5-yl)-2-methylmalonate ClC1=NC(=NC=C1C(C(=O)OCC)(C(=O)OCC)C)SC